FC(C(=O)O)(F)F.NC=1SC(=CN1)CC[C@@H]1[C@H](N(C1=O)C(N[C@H](C)C1=CC=CC=C1)=O)C(=O)O (2S,3R)-3-[2-(2-amino-1,3-thiazol-5-yl)ethyl]-4-oxo-1-{[(1R)-1-phenylethyl]carbamoyl}azetidine-2-carboxylic acid trifluoroacetate salt